ClC1=CC(=C(C(=C1)C)C1=CC=C(N=N1)C(=O)OC)OCOCC Methyl 6-(4-chloro-2-(ethoxymethoxy)-6-methylphenyl)pyridazine-3-carboxylate